(R)-1-methyl-N-(1-methyl-cyclopropyl)-4-((3-methyl-isoxazol-5-yl)methyl)-5-oxo-1,2,4,5-tetrahydroimidazo[1,2-a]quinazoline-7-sulfonamide C[C@@H]1CN=C2N1C1=CC=C(C=C1C(N2CC2=CC(=NO2)C)=O)S(=O)(=O)NC2(CC2)C